ClC1=C(C(=O)N2COC3=C(C2)C=CC=C3C3=CC(=C(C(=O)OC)C=C3F)NC3(COC3)C)C(=CC(=C1)C=1C=NN(C1)C)Cl Methyl 4-[3-[2,6-dichloro-4-(1-methylpyrazol-4-yl)benzoyl]-2,4-dihydro-1,3-benzoxazin-8-yl]-5-fluoro-2-[(3-methyloxetan-3-yl)amino]benzoate